FC(CNC(CC1=CNC2=CC=C(C=C12)F)C)(C)F 2,2-difluoro-N-(1-(5-fluoro-1H-indol-3-yl)propan-2-yl)propan-1-amine